4-(Difluoromethoxy)-3-(1-methyl-4-[pyrazolo[1,5-a]pyrimidin-3-ylamino]-1H-pyrazol-3-yl)benzene-1-sulfonic acid FC(OC1=C(C=C(C=C1)S(=O)(=O)O)C1=NN(C=C1NC=1C=NN2C1N=CC=C2)C)F